FC1=C(C=CC=2N(C(=NC21)C2=CC=C(C=C2)S(=O)(=O)C)C)C2CCN(CC2)C(=O)OC(C)(C)C tert-butyl 4-(4-fluoro-1-methyl-2-(4-(methylsulfonyl)phenyl)-1H-benzo[d]imidazol-5-yl)piperidine-1-carboxylate